CN1C(CCC1)C=CC(=O)Cl 3-(1-methylpyrrolidin-2-yl)acryloyl chloride